5-[5-chloro-1-methylpyrrolo[2,3-c]pyridin-2-yl]-6-methyl-1-[[2-(trimethylsilyl)ethoxy]methyl]-1,3-benzodiazole ClC=1C=C2C(=CN1)N(C(=C2)C2=CC1=C(N(C=N1)COCC[Si](C)(C)C)C=C2C)C